lithium imidazolide salt [N-]1C=NC=C1.[Li+]